NC1=C(C=2C(=NC=C(C2S1)F)C=1C2=C(C=3C=NC(=NC3C1F)N1C[C@H](CC1)N([C@@H]1CN(CC1)C)C)COC2)C#N 2-Amino-7-fluoro-4-(5-fluoro-3-((S)-3-(methyl((S)-1-methylpyrrolidin-3-yl)amino)pyrrolidin-1-yl)-7,9-dihydrofuro[3,4-f]quinazolin-6-yl)thieno[3,2-c]pyridine-3-carbonitrile